Citric acid anion C(CC(O)(C(=O)[O-])CC(=O)[O-])(=O)[O-]